O1C(=CC=C1)C=1N(C(C=2NC(=NC2N1)C=1C=NN(C1)C)=O)CCC 2-Furan-2-yl-8-(1-methyl-1H-pyrazol-4-yl)-1-propyl-1,7-dihydro-purin-6-one